3-fluoro-2-(4-methyl-4-phenylpiperidin-1-yl)aniline FC=1C(=C(N)C=CC1)N1CCC(CC1)(C1=CC=CC=C1)C